2-(1-{[(3,6-dichloropyridazin-4-yl)carbonyl]amino}ethyl)-1,3-thiazole ClC=1N=NC(=CC1C(=O)NC(C)C=1SC=CN1)Cl